(E)-2-methyl-alpha-methoxyiminophenylacetic acid methyl ester COC(/C(=N/OC)/C1=C(C=CC=C1)C)=O